3-[bis[4-[(tert-butyldiphenylsilyl)oxy]butyl]amino]phenol [Si](C1=CC=CC=C1)(C1=CC=CC=C1)(C(C)(C)C)OCCCCN(C=1C=C(C=CC1)O)CCCCO[Si](C1=CC=CC=C1)(C1=CC=CC=C1)C(C)(C)C